2-2-propylthiophene CC(C)C=1SC=CC1